The molecule is zwitterionic form of 8-amino-7-oxononanoic acid having an anionic carboxy group and a protonated nitrogen. It is a tautomer of an 8-amino-7-oxononanoic acid. CC(C(=O)CCCCCC(=O)[O-])[NH3+]